2-Cyclopropyl-N7-(5,6-dihydro-4H-cyclopenta[c]thiophen-5-yl)pyrazolo[1,5-a]pyrimidine-3,7-dicarboxamide C1(CC1)C1=NN2C(N=CC=C2C(=O)NC2CC=3C(=CSC3)C2)=C1C(=O)N